OC1=NOC2=C(C=C1)C=CC(=C2O)CN2CCC(CC2)CO 3,9-dihydroxy-8-((4-(hydroxymethyl)piperidin-1-yl)methyl)benzo[5,6]oxazepin